FC1=CN=C2C=3C(=NC(=NC13)OC[C@]13CCCN3C[C@@H](C1)F)N(C1(COCC1)CO2)C 4-fluoro-2-(((2R,7aS)-2-fluorotetrahydro-1H-pyrrolizin-7a(5H)-yl)methoxy)-10-methyl-4',5'-dihydro-2'H,8H,10H-7-oxa-1,3,6,10-tetraazaspiro[cyclohepta[de]naphthalene-9,3'-furan]